3-(6-fluoro-4-phenyl-3,4-dihydroquinoxalin-1(2H)-yl)-3-(4-methylpiperazin-1-yl)propan-1-one FC=1C=C2N(CCN(C2=CC1)C(CC=O)N1CCN(CC1)C)C1=CC=CC=C1